C(C)OC(=O)C1=CC=2N=CN=C(C2N1C)SC 5-methyl-4-(methylthio)-5H-pyrrolo[3,2-d]pyrimidine-6-carboxylic acid ethyl ester